5-chloro-2-(7-fluoro-chroman-4-yl)-N-(5-oxo-pyrrolidin-3-yl)-4-(trifluoromethyl)benzamide ClC=1C(=CC(=C(C(=O)NC2CNC(C2)=O)C1)C1CCOC2=CC(=CC=C12)F)C(F)(F)F